tert-butyl 4-(6-chloro-8-fluoro-7-(3-hydroxynaphthalen-1-yl)-2-(((R)-1-oxopropan-2-yl)oxy)quinazolin-4-yl)piperazine-1-carboxylate ClC=1C=C2C(=NC(=NC2=C(C1C1=CC(=CC2=CC=CC=C12)O)F)O[C@@H](C=O)C)N1CCN(CC1)C(=O)OC(C)(C)C